N2-(1,6-dimethyl-1H-indazol-4-yl)-N4-methyl-5-(trifluoromethyl)pyrimidine-2,4-diamine CN1N=CC2=C(C=C(C=C12)C)NC1=NC=C(C(=N1)NC)C(F)(F)F